ClC1=C(C(=O)OCC)C=CC(=N1)Cl ethyl 2,6-dichloronicotinate